C(C)(=O)[O-].C(CCCCCCC)[N+]1=C(C=CC=C1)C 1-octyl-2-Methylpyridinium acetate